(2,4-dimethylphenyl)(5-phenylisoxazol-3-yl)methanone CC1=C(C=CC(=C1)C)C(=O)C1=NOC(=C1)C1=CC=CC=C1